FC(C=1C=C(C=NC1)C(C)=O)(F)F 1-[5-(trifluoromethyl)-3-pyridyl]Ethanone